C[N+](C)(CCCS(=O)(=O)[O-])CCCCCCCCCCCCCC.S(=O)(=O)(O)CCC[N+](C)(C)CCCCCCCCCCCCCC 3-sulfopropyltetradecyldimethylammonium (3-(N,N-dimethylmyristylammonio) propansulfonate)